C12COCC(CC1)N2CC(=O)NC=2N=CC1=CC=C(C=C1C2)C=2C=NN(C2)C 2-(3-oxa-8-azabicyclo[3.2.1]octan-8-yl)-N-(6-(1-methyl-1H-pyrazol-4-yl)isoquinolin-3-yl)acetamide